2-chloro-4'-bromoacetophenone ClCC(=O)C1=CC=C(C=C1)Br